C1(CC1)N1C=C(C(C2=CC(=C(C(=C12)OC)N1[C@H](CCC1)COC1=NC=CC=C1)F)=O)C(=O)O 1-cyclopropyl-6-fluoro-8-methoxy-4-oxo-7-[(2R)-2-[(pyridine-2-yloxy)methyl]pyrrolidin-1-yl]quinoline-3-carboxylic acid